tert-Butyl 4-(3-(4-(3-(2,4-dioxotetrahydropyrimidin-1(2H)-yl)-1-methyl-1H-indazol-6-yl)piperidin-1-yl)propyl)piperidine-1-carboxylate O=C1N(CCC(N1)=O)C1=NN(C2=CC(=CC=C12)C1CCN(CC1)CCCC1CCN(CC1)C(=O)OC(C)(C)C)C